ClC1=C(COC2=C(C=CC(=N2)C2=CC(=C(CC3=NC4=C(N3[C@@H]3COCC3(C)C)C=C(C=C4)C(=O)O)C=C2F)F)F)C=CC(=C1)Cl (S)-2-(4-(6-((2,4-dichlorobenzyl)oxy)-5-fluoropyridin-2-yl)-2,5-difluorobenzyl)-1-(4,4-dimethyltetrahydrofuran-3-yl)-1H-benzo[d]imidazole-6-carboxylic acid